C(C)(=O)OC=1C=NC=CC1OC 3-acetoxy-4-methoxypyridine